P(=O)(O)(O)O.FC=1C=C(C=CC1C=1C=NC(=CC1)C=1N=NN(N1)C=C)N1C(O[C@@H](C1)C(CF)O)=O (S)-3-(3-fluoro-4-(6-(2-vinyl-2H-tetrazol-5-yl)pyridin-3-yl)phenyl)-5-(1-hydroxy-2-fluoroethyl)oxazolidin-2-one phosphate